ClC1=C(C=C(C=C1)NC1=NS(N=C1NC1=CC=C(C=C1)F)(=O)=O)[N+](=O)[O-] N3-(4-chloro-3-nitro-phenyl)-N4-(4-fluorophenyl)-1,1-dioxo-1,2,5-thiadiazole-3,4-diamine